CN1C(C2=CC=C(C=C2C=C1)C1=NC2=CC(=CC=C2C(=C1)C1=CC=CC=C1)C(=O)N1CCCCC1)=O 2-methyl-6-(4-phenyl-7-(1-piperidinylcarbonyl)-2-quinolinyl)-1(2H)-isoquinolinone